CC1=C(C=CC=C1)C1=NN2C(=NC=3C=CC=CC3C2=N1)N[C@H]1C(NCC1)=O (3R)-3-{[2-(2-methylphenyl)[1,2,4]triazolo[1,5-c]quinazolin-5-yl]amino}pyrrolidin-2-one